tert-butyl-chloro-diphenyl-silane C(C)(C)(C)[Si](C1=CC=CC=C1)(C1=CC=CC=C1)Cl